1,1-bis[4-(4-aminophenoxy)phenyl]-4-(4-ethylphenyl)cyclohexane NC1=CC=C(OC2=CC=C(C=C2)C2(CCC(CC2)C2=CC=C(C=C2)CC)C2=CC=C(C=C2)OC2=CC=C(C=C2)N)C=C1